C(#N)CC1C(CCC(C1C(=O)N)C(C)C)(C)C1=CC=CC=C1 Cyanomethylphenyl-MenthanCarboxamide